C(C)C1=C(C(=CC(=C1)C(C1=CC=CC=C1)C1=CC=CC=C1)CC)I 2,6-diethyl-4-(benzhydryl)iodobenzene